P(=O)([O-])([O-])[O-].[S-2].[Na+] sodium sulfide phosphate